(E)-1-(Hex-1-en-1-yl)pyridin-2(1H)-one C(=C\CCCC)/N1C(C=CC=C1)=O